1,3-dihydroxypropan-2-yl dihydrogen phosphate P(=O)(OC(CO)CO)(O)O